tert-butyl 5-(3-amino-2-chloro-5-cyanophenyl)-2,5-diazabicyclo[4.1.0]heptane-2-carboxylate NC=1C(=C(C=C(C1)C#N)N1CCN(C2CC12)C(=O)OC(C)(C)C)Cl